C(C)(C)(C)OC(=O)N(C(OC(C)(C)C)=O)C1=NC(=CC=C1)CN1C(C=2N(C=3N=C(SC3C2C=N1)Br)C)=O tert-butyl N-[(tert-butoxy)carbonyl]-N-[6-({4-bromo-7-methyl-9-oxo-3-thia-5,7,10,11-tetraazatricyclo[6.4.0.0{2,6}]dodeca-1(8),2(6),4,11-tetraen-10-yl}methyl)pyridin-2-yl]carbamate